FC=1C(=C2C(=C(NC2=C(C1)C(=O)N)C)C)N1C[C@H](CCC1)NC(CC)=O (S)-5-fluoro-2,3-dimethyl-4-(3-propionylaminopiperidin-1-yl)-1H-indole-7-carboxamide